(mesitylsulfonyl)-3-nitro-1H-1,2,4-triazole C1(=C(C(=CC(=C1)C)C)S(=O)(=O)N1N=C(N=C1)[N+](=O)[O-])C